phenyl 4-[2-fluoro-5-[[6-oxo-4-(trifluoromethyl)-1H-pyridine-3-carbonyl]amino]-4-[(3R,5S)-3,4,5-trimethylpiperazin-1-yl]phenyl]-3,6-dihydro-2H-pyridine-1-carboxylate FC1=C(C=C(C(=C1)N1C[C@H](N([C@H](C1)C)C)C)NC(=O)C1=CNC(C=C1C(F)(F)F)=O)C=1CCN(CC1)C(=O)OC1=CC=CC=C1